(S)-N-(3-aminobicyclo[1.1.1]pentan-1-yl)-1-(4-fluorophenyl)-N-methyl-3,4-dihydroisoquinoline-2(1H)-carboxamide NC12CC(C1)(C2)N(C(=O)N2[C@H](C1=CC=CC=C1CC2)C2=CC=C(C=C2)F)C